1,2-di-tert-butoxycyclohexane C(C)(C)(C)OC1C(CCCC1)OC(C)(C)C